(2R)-2-[[(2R)-2-amino-3-phenyl-propionyl]amino]-4-methyl-pentanoamide lactate C(C(O)C)(=O)O.N[C@@H](C(=O)N[C@@H](C(=O)N)CC(C)C)CC1=CC=CC=C1